2-(2-((6-(1-aminoisoquinolin-7-yl)-4-fluoro-2,3-dihydro-1H-inden-1-yl)oxy)phenyl)acetic acid NC1=NC=CC2=CC=C(C=C12)C1=CC(=C2CCC(C2=C1)OC1=C(C=CC=C1)CC(=O)O)F